C(C)(C)(C)OC(=O)N1CCN(CC1)C1=C2C=NC(=NC2=C(C=C1)C(=O)O)OCCOC 5-[4-(tert-butoxycarbonyl)piperazin-1-yl]-2-(2-methoxyethoxy)quinazoline-8-carboxylic acid